ClC=1C=CC(=NC1)CN1N=C(C=CC1=O)C1=CC=C(C=C1)OC(F)F 2-((5-chloropyridin-2-yl)methyl)-6-(4-(difluoromethoxy)phenyl)pyridazin-3(2H)-one